NC=1C=C(NC1C(=O)OCC)C1=CC=C(C=C1)C=1CCN(CC1)C(=O)OC(C)(C)C tert-Butyl 4-(4-(4-amino-5-(ethoxycarbonyl)-1H-pyrrol-2-yl)phenyl)-3,6-dihydropyridine-1(2H)-carboxylate